CN1C(CN(CC1)C=1C=NC=2CCN=CC2C1)=O 3-(4-methyl-3-oxopiperazin-1-yl)-7,8-dihydro-1,6-naphthyridin